C1(CCCC1)NC(O[C@H]1C[C@H](CC1)C=1NN=C(C1)N)=O (1R,3S)-3-(5-amino-2H-pyrazol-3-yl)cyclopentyl N-cyclopentylcarbamate